ClC=1C(N(C(=CC1OCC1=NC=C(C=C1F)F)C)C=1C(=NC=C(C1)C1=NC(=NC=C1)C(C)(C)O)C)=O 3-chloro-4-[(3,5-difluoropyridin-2-yl)methoxy]-5'-[2-(2-hydroxypropan-2-yl)pyrimidin-4-yl]-2',6-dimethyl-[1,3'-bipyridin]-2-one